ClC=1C=C(C=CC1F)NC(N(CCCO)[C@@H]1CCCC=2NC(C3=CC(=CC=C3C12)F)=O)=O (R)-3-(3-chloro-4-fluorophenyl)-1-(8-fluoro-6-oxo-1,2,3,4,5,6-hexahydrophenanthridin-1-yl)-1-(3-hydroxypropyl)urea